6,6'-methylenebis(2-(2H-benzo[d][1,2,3]triazol-2-yl)-4-(2-hydroxyethyl)phenol) C(C1=CC(=CC(=C1O)N1N=C2C(=N1)C=CC=C2)CCO)C2=CC(=CC(=C2O)N2N=C1C(=N2)C=CC=C1)CCO